bis(2,4,5-trichlorophenyl) disulfide ClC1=C(C=C(C(=C1)Cl)Cl)SSC1=C(C=C(C(=C1)Cl)Cl)Cl